N1N=CC=2C1=NC(=NC2)NC(C)=O N-(1H-pyrazolo[3,4-d]pyrimidin-6-yl)acetamide